(2-methyl-thiazol-5-yl)-pyrrolidin-2-one CC=1SC(=CN1)N1C(CCC1)=O